O=C1NC(CCC1N1C(N(C2=C1C=CC(=C2)CC2(CCN(CC2)C(=O)OC(C)(C)C)C(=O)OCC2=CC=CC=C2)C)=O)=O O4-benzyl O1-tert-butyl 4-[[1-(2,6-dioxo-3-piperidyl)-3-methyl-2-oxo-benzimidazol-5-yl] methyl]piperidine-1,4-dicarboxylate